(5aR,6S,7S,8R,8aS)-5a-(4-(3,3-difluoroazetidin-1-yl)phenyl)-7-((dimethylamino)methyl)-1,3-dimethoxy-6-phenyl-5a,6,7,8-tetrahydro-8aH-cyclopenta[4,5]furo[3,2-c]pyridine-8,8a-diol FC1(CN(C1)C1=CC=C(C=C1)[C@]12[C@](C=3C(=NC(=CC3O1)OC)OC)([C@@H]([C@@H]([C@H]2C2=CC=CC=C2)CN(C)C)O)O)F